6-[4-(4-aminopiperidin-1-yl)-7-chloro-3-(3-chloro-5-methylphenyl)cinnolin-6-yl]-5-chloropyridine-2-carboxamide NC1CCN(CC1)C1=C(N=NC2=CC(=C(C=C12)C1=C(C=CC(=N1)C(=O)N)Cl)Cl)C1=CC(=CC(=C1)C)Cl